4-(4-amino-2-{4-[(2-fluoro-1-oxoprop-2-enyl)amino]phenyl}-1-methyl-7-[3-(methylamino)-3-oxoprop-1-ynyl]pyrrolo[3,2-c]pyridin-3-yl)-2-chloro-N-(2,2,2-trifluoroethyl)benzamide NC1=NC=C(C2=C1C(=C(N2C)C2=CC=C(C=C2)NC(C(=C)F)=O)C2=CC(=C(C(=O)NCC(F)(F)F)C=C2)Cl)C#CC(=O)NC